tert-butyl 2-(6-chloro-2'-fluoro-6'-(methylcarbamoyl)-[2,4'-bipyridin]-4-yl)-6-(trifluoromethyl)morpholine-4-carboxylate ClC1=CC(=CC(=N1)C1=CC(=NC(=C1)C(NC)=O)F)C1CN(CC(O1)C(F)(F)F)C(=O)OC(C)(C)C